C1=CC(=CC=C1N)S p-aminobenzenethiol